2-[2-(dimethylamino)-5-thiazolyl]-6-fluoro-4-methoxy-5-(trifluoromethyl)pyrimidine CN(C=1SC(=CN1)C1=NC(=C(C(=N1)OC)C(F)(F)F)F)C